(1-((S)-1-tritylaziridine-2-carbonyl)piperidine-4-carbonyl)-L-valine C(C1=CC=CC=C1)(C1=CC=CC=C1)(C1=CC=CC=C1)[N@@]1C(C1)C(=O)N1CCC(CC1)C(=O)N[C@@H](C(C)C)C(=O)O